6-[3-thiocarbamoyl-4-(4-fluoro-2-methoxy-phenyl)-6,7-dihydro-5H-cyclopenta[c]pyridin-1-yl]-3,4-dihydro-1H-isoquinoline-2-carboxylic acid tert-butyl ester C(C)(C)(C)OC(=O)N1CC2=CC=C(C=C2CC1)C1=NC(=C(C2=C1CCC2)C2=C(C=C(C=C2)F)OC)C(N)=S